The molecule is a carbamate ester that is phenyl methylcarbamate substituted by a dimethylamino group at position 4 and a methyl group at position 3. It has a role as a carbamate insecticide, an EC 3.1.1.7 (acetylcholinesterase) inhibitor, a molluscicide, an acaricide and an agrochemical. It is a carbamate ester and a member of toluenes. It derives from a methylcarbamic acid. CC1=C(C=CC(=C1)OC(=O)NC)N(C)C